C=1N=CN2C(C=3C=CC=CC3C21)C2CC1(C2O)CCN(CC1)S(=O)(=O)C=1C=NC=CC1C 2-(5H-imidazo[1,5-b]isoindol-5-yl)-7-[(4-methyl-3-pyridyl)sulfonyl]-7-azaspiro[3.5]nonan-3-ol